2-Hydroxy-5-((3'-(pyridin-3-yloxy)-[1,1'-biphenyl]-3-yl)methoxy)benzoic acid OC1=C(C(=O)O)C=C(C=C1)OCC=1C=C(C=CC1)C1=CC(=CC=C1)OC=1C=NC=CC1